ClC=1N=NC(=CC1C(=O)OC1CC1)OC[C@H](C)NS(=O)(=O)C(F)(F)F cyclopropyl 3-chloro-6-[(2S)-2-(trifluoromethylsulfonylamino)propoxy]pyridazine-4-carboxylate